OC1=CC(C=2C=CC3=CC=CC=C3C2C1=O)=O 3-hydroxyphenanthrene-1,4-dione